N-(1-(2,6-dimethoxyphenyl)-2-(6-ethoxypyridin-2-yl)-1H-imidazo[4,5-b]pyrazin-6-yl)-1-(pyrazin-2-yl)methanesulfonamide COC1=C(C(=CC=C1)OC)N1C(=NC=2C1=NC(=CN2)NS(=O)(=O)CC2=NC=CN=C2)C2=NC(=CC=C2)OCC